C(C)(=O)OC[C@@H]1OC(CCC1)OC1=CC2=C(C(/C(/O2)=C/C2=C3C=CC=NC3=CC=C2)=O)C=C1 (2r,3r,4s,5r)-2-(acetoxymethyl)-6-(((Z)-3-oxo-2-(quinolin-5-ylmethylene)-2,3-dihydrobenzofuran-6-yl)oxy)tetrahydro-2H-pyran